C[C@H]1N(CCOC1)C1=NC2=C(N=CC=C2C(=C1)C(C)(C)O)C1=CC=NN1 2-{2-[(3R)-3-methylmorpholin-4-yl]-8-(1H-pyrazol-5-yl)-1,7-naphthyridin-4-yl}propan-2-ol